C(#N)C=1C=C(CN2CC(C(CC2)=O)C(=O)OC)C=CC1 methyl 1-(3-cyanobenzyl)-4-oxopiperidine-3-carboxylate